C(#N)C1=NC2=CC(=CC(=C2N=C1N1CC2CN(CC2C1)C)[C@@H](C)NC1=C(C(=O)O)C=CC=C1)C 2-(((1R)-1-(2-cyano-7-methyl-3-(5-methylhexahydropyrrolo[3,4-c]-pyrrol-2(1H)-yl)quinoxalin-5-yl)-ethyl)amino)benzoic acid